(2S,3S,4R,5S)-3,4,5-Triacetoxy-6-(4-formyl-benzyl)-tetrahydro-pyran-2-carboxylic acid methyl ester COC(=O)[C@H]1OC([C@@H]([C@H]([C@@H]1OC(C)=O)OC(C)=O)OC(C)=O)CC1=CC=C(C=C1)C=O